N1(CCCCC1)CC(CC)O 1-piperidino-2-butanol